C1(CCCCC1)[C@@H](C(=O)NC1=CC(=C(C=C1)C=1C=[N+](C=CC1C)[O-])F)NC(=O)C1=CC=NN1C (S)-3-(4-(2-cyclohexyl-2-(1-methyl-1H-pyrazole-5-carboxamido)acetamido)-2-fluorophenyl)-4-methylpyridine 1-oxide